C(C)(C)OC1=NN(C=C1NC=1N=CC2=C(N1)N(C(=C2)C#N)[C@@H]2COC[C@@H]2C)C 2-((3-isopropoxy-1-methyl-1H-pyrazol-4-yl)amino)-7-((cis)-4-methyltetrahydrofuran-3-yl)-7H-pyrrolo[2,3-d]pyrimidine-6-carbonitrile